C1(CC1)N1C(=NC(=C1)C(F)(F)F)C1=CC=C(C=C1)CC=1C=2C(N=C(N1)C=1C(=NC=NC1OC)C1CC1)=NC(C(C2)C=2C(=NOC2C)C)=O {4-[1-cyclopropyl-4-(trifluoromethyl)imidazol-2-yl]phenyl-methyl}-2-(4-cyclopropyl-6-methoxypyrimidin-5-yl)-6-(3,5-dimethyl-1,2-oxazol-4-yl)pyrido[2,3-d]pyrimidin-7-one